(S)-N-((R)-1-(2-fluoro-5-(trifluoromethoxy)phenyl)ethyl)-2-methylpropane-2-sulfinamide FC1=C(C=C(C=C1)OC(F)(F)F)[C@@H](C)N[S@@](=O)C(C)(C)C